N-((4R,5S,7R,8R,9S,10R)-8,10-dihydroxy-7-(hydroxymethyl)-9-(4-(3,4,5-trifluoroPhenyl)-1H-1,2,3-triazol-1-yl)-1,6-dioxaspiro[4.5]decan-4-yl)-5-fluorobenzo[b]thiophene-3-carboxamide O[C@H]1[C@H](O[C@@]2([C@@H](CCO2)NC(=O)C=2C3=C(SC2)C=CC(=C3)F)[C@@H]([C@H]1N1N=NC(=C1)C1=CC(=C(C(=C1)F)F)F)O)CO